2-(2,6-dioxopiperidin-3-yl)-5-((15-(5-(5-methyl-5H-pyrido[4,3-b]indol-7-yl)pyridin-2-yl)-3,6,9,12-tetraoxapentadecyl)oxy)isoindoline-1,3-dione O=C1NC(CCC1N1C(C2=CC=C(C=C2C1=O)OCCOCCOCCOCCOCCCC1=NC=C(C=C1)C=1C=CC=2C3=C(N(C2C1)C)C=CN=C3)=O)=O